NC1=CC=C(C=C1)SC1=C(C=C(C=C1)N)CCC 4-((4-aminophenyl)thio)-3-propylbenzenamine